F[C@@]1(C=2C=CC=NC2C2(CC1)OC2)C(=O)NCC2(CCCCC2)N2CCOCC2 (5'S)-5'-fluoro-N-((1-morpholino-cyclohexyl)methyl)-6',7'-dihydro-5'H-spiro[oxirane-2,8'-quinoline]-5'-carboxamide